CC1(CCN(CC1)CC1=CC(=C(C=C1)N1C=NC(=C1)C1=NC(=NC=C1C(F)(F)F)NC1CCN(CC1)S(=O)(=O)C)C(F)(F)F)O 4-Methyl-1-(4-(4-(2-((1-(methylsulfonyl)piperidin-4-yl)amino)-5-(trifluoro-methyl)pyrimidin-4-yl)-1H-imidazol-1-yl)-3-(trifluoromethyl)benzyl)piperidin-4-ol